FC=1C=NN2C1C(NC1=C(C(=CC=C21)CN2CC1N=C(SC1C2)C=2C=CC(=NC2)C(=O)NC)F)=O 5-(5-((3,6-difluoro-4-oxo-4,5-dihydropyrazolo[1,5-a]quinoxalin-7-yl)methyl)-3a,5,6,6a-tetrahydro-4H-pyrrolo[3,4-d]thiazol-2-yl)-N-methylpicolinamide